2-(3-fluoro-5-methyl-4-(3-(1-methyl-1H-pyrazol-4-yl)-1-((2-(trimethylsilyl)ethoxy)methyl)-1H-pyrazolo[3,4-c]Pyridin-5-yl)phenyl)pyrrolidine-1-carboxylic acid tert-butyl ester C(C)(C)(C)OC(=O)N1C(CCC1)C1=CC(=C(C(=C1)C)C=1C=C2C(=CN1)N(N=C2C=2C=NN(C2)C)COCC[Si](C)(C)C)F